2-[10-[3-Butyl-5-(diaminomethylene)-2,4,6-trioxo-hexahydropyrimidin-1-yl]-1,3-dioxo-2-(2-trimethylsilylethoxymethyl)-2,4-diazadispiro[4.1.57.15]tridecan-4-yl]acetamide C(CCC)N1C(N(C(C(C1=O)=C(N)N)=O)C1CCC2(CC3(N(C(N(C3=O)COCC[Si](C)(C)C)=O)CC(=O)N)C2)CC1)=O